C1([C@H](O)[C@@H](O)[C@H](O)[C@@H](CO)O1)=O d-glucono-1,5-lactone